C(C)(C)(C)[N-]C(C)CC N-(tert-butyl)-N-(sec-butyl)amide